ClC=1C=C(C=2N(N1)C(=CN2)F)N2CC(CC2)C2=CC=C(C=C2)C(F)(F)F 6-chloro-3-fluoro-8-(3-(4-(trifluoromethyl)phenyl)pyrrolidin-1-yl)imidazo[1,2-b]pyridazine